tetrahydro-2H-pyran-3,4,5-trisbenzoate O1CC(C(C(C1)C1=CC=CC=C1C(=O)[O-])C1=CC=CC=C1C(=O)[O-])C1=CC=CC=C1C(=O)[O-]